BrC1=C(C(=O)O)C(=CC=C1)C 2-bromo-6-methylbenzoic acid